5-(N-(2-(4-(furan-2-carbonyl)piperazin-1-yl)phenyl)-N-Phenethylsulfamoyl)-3-methylbenzofuran-2-carboxylic acid ethyl ester C(C)OC(=O)C=1OC2=C(C1C)C=C(C=C2)S(N(CCC2=CC=CC=C2)C2=C(C=CC=C2)N2CCN(CC2)C(=O)C=2OC=CC2)(=O)=O